N-(tert-butyloxycarbonyl)-(2S)-2-aminopentanethioic S-acid C(C)(C)(C)OC(=O)N[C@H](C(S)=O)CCC